ClC=1C=C(C=CC1)C(=C1CCN(CC1)C(=O)N1CCC(CC1)S(=O)(=O)N)C#N 1-(4-((3-chlorophenyl)(cyano)methylene)piperidine-1-carbonyl)piperidine-4-sulfonamide